2-allyl-1-[(7R)-7-ethyl-7-hydroxy-5,6-dihydrocyclopenta[b]pyridin-2-yl]-6-[4-(4-pyrrolidin-3-ylpiperazin-1-yl)anilino]pyrazolo[3,4-d]pyrimidin-3-one C(C=C)N1N(C2=NC(=NC=C2C1=O)NC1=CC=C(C=C1)N1CCN(CC1)C1CNCC1)C1=CC=C2C(=N1)[C@@](CC2)(O)CC